(E)-4-(2-(2-(2-(benzo[d][1,3]dioxol-5-yl)-N-(1-(1-(naphthalen-1-yl)ethyl)piperidin-4-yl)acetamido)acetamido)acetamido)but-2-enoic acid O1COC2=C1C=CC(=C2)CC(=O)N(C2CCN(CC2)C(C)C2=CC=CC1=CC=CC=C21)CC(=O)NCC(=O)NC/C=C/C(=O)O